diammonium ethylenediamine tetraacetate phosphate P(=O)([O-])([O-])O.C(C)(=O)ON(CCN(OC(C)=O)OC(C)=O)OC(C)=O.[NH4+].[NH4+]